P(=O)(OC(C(CCCC)CC)(C1=CC=CC=C1)C1=CC=CC=C1)([O-])[O-] diphenyl-(2-ethylhexyl) phosphate